5-(5-Chloro-1H-pyrazol-4-yl)-2-{5-[methyl(piperidin-4-yl)amino][1,3]thiazolo[5,4-d][1,3]thiazol-2-yl}pyridin-3-ol ClC1=C(C=NN1)C=1C=C(C(=NC1)C=1SC=2N=C(SC2N1)N(C1CCNCC1)C)O